4-(allyloxy)-3-methoxybenzaldehyde C(C=C)OC1=C(C=C(C=O)C=C1)OC